FC(C=1C(=CC2=C(N(CCO2)C=2N=C(C=C3C=CC=NC23)C(=O)O)C1)C=1C=NN(C1)C)F 8-[6-difluoromethyl-7-(1-methyl-1H-pyrazol-4-yl)-2,3-dihydro-benzo[1,4]Oxazin-4-yl]-[1,7]Naphthyridine-6-Carboxylic acid